CC(=CCC1=C(C=CC(=C1)C2=CC(=C3C4=CC(=C(C=C4OC3=C2OC)OC)O)OC)O)C The molecule is a member of the class of dibenzofurans that is 3,6,9-trimethoxydibenzo[b,d]furan-2-ol substituted by a 4-hydroxy-3-(3-methylbut-2-en-1-yl)phenyl substituent at position 3. It has been isolated from Aspergillus taichungensis. It has a role as an Aspergillus metabolite and an antineoplastic agent. It is an aromatic ether, a member of dibenzofurans and a member of phenols.